[Gd].OC(C(CO)N1CCN(CCN(CCN(CC1)CC(=O)O)CC(=O)O)CC(=O)O)CO 10-(2,3-dihydroxyl-1-hydroxymethylpropyl)-1,4,7,10-tetraazacyclododecane-1,4,7-triacetic acid gadolinium